3-amino-N-((3-fluoropyridin-2-yl)methyl)-6-(3-methyl-3H-benzo[d]imidazol-5-yl)-5-(oxazol-2-yl)pyrazine-2-carboxamide NC=1C(=NC(=C(N1)C=1OC=CN1)C1=CC2=C(N=CN2C)C=C1)C(=O)NCC1=NC=CC=C1F